trioctylmethylamine mandelate C(C(O)C1=CC=CC=C1)(=O)O.C(CCCCCCC)C(N)(CCCCCCCC)CCCCCCCC